FC=1C=C(C=CC1)CSSCC(F)(F)F (2,2,2-trifluoroethyl) [(3-fluorophenyl)methyl] disulfide